C(C1=CC=CC=C1)OC(=O)N[C@H](C(=O)OC(C)(C)C)[C@H](CC=C)COS(=O)(=O)C (2S,3S)-tert-butyl 2-(benzyloxycarbonylamino)-3-((methylsulfonyloxy)methyl)hex-5-enoate